N-[5-(6-hydroxy-[1,2,4]triazolo[1,5-a]pyridin-2-yl)-8-(methylamino)-2,7-naphthyridin-3-yl]cyclopropanecarboxamide OC=1C=CC=2N(C1)N=C(N2)C2=C1C=C(N=CC1=C(N=C2)NC)NC(=O)C2CC2